(2R,3S,4S,5R,6R)-2-((benzoyloxy)methyl)-6-mercaptotetrahydro-2H-pyran C(C1=CC=CC=C1)(=O)OC[C@@H]1O[C@@H](CCC1)S